[N+](=O)([O-])C1=CC=C(C=C1)C(/C=C/C=1C=C(OC(C(=O)O)C)C=CC1)=O 3-[(E)-3-(4-Nitrophenyl)-3-oxoprop-1-enyl]phenoxylpropanoic acid